ClC1=CC=C(OC2=C(C(C#N)=CC=C2)C#N)C=C1 3-(4-chlorophenoxy)phthalonitrile